5,5'-di(trinitromethyl)-2H,2'H-[3,3'-bi(1,2,4-triazole)]-2,2'-diamine [N+](=O)([O-])C(C=1N=C(N(N1)N)C=1N(N=C(N1)C([N+](=O)[O-])([N+](=O)[O-])[N+](=O)[O-])N)([N+](=O)[O-])[N+](=O)[O-]